N[C@H](C(=O)O)C1(CCOCC1)C (S)-2-amino-2-(4-methyltetrahydro-2H-pyran-4-yl)acetic acid